3-amino-3-[3-(trifluoromethyl)phenyl]propanoic acid NC(CC(=O)O)C1=CC(=CC=C1)C(F)(F)F